(cis-3-(2,4,6-trifluorophenoxy)cyclobutyl)methyl 6-oxo-7-oxa-2,5-diazaspiro[3.4]octane-2-carboxylate O=C1NC2(CN(C2)C(=O)OC[C@@H]2C[C@@H](C2)OC2=C(C=C(C=C2F)F)F)CO1